bis(methyl)-isopropyl-isopropoxysilane C[Si](OC(C)C)(C(C)C)C